OC=1C=C(C=CC1O)C=1OC2=CC(=C(C(=C2C(C1)=O)O)OC)O 2-(3,4-dihydroxyphenyl)-5,7-dihydroxy-6-methoxychromen-4-one